3-(3-(4-((6-fluoropyridin-2-yl)oxy)benzyl)isoxazol-5-yl)pyridine-2,6-diamine FC1=CC=CC(=N1)OC1=CC=C(CC2=NOC(=C2)C=2C(=NC(=CC2)N)N)C=C1